BrC=1C=NC(=NC1)N(CC)CC 5-Bromo-2-(diethylamino)pyrimidine